ClC1=C(CN2C(N([C@H](C3=CC=C(C=C23)C(=O)O)C)C)=O)C(=CC=C1OC)F (S)-1-(2-chloro-6-fluoro-3-methoxybenzyl)-3,4-dimethyl-2-oxo-1,2,3,4-tetrahydroquinazoline-7-carboxylic acid